ClC=1C=CC(=NC1)NC(N(C1=C(C=CC=C1)C(C)C)C1CCC(CC1)C(=O)O)=O (1r,4r)-4-(3-(5-chloropyridin-2-yl)-1-(2-isopropylphenyl)ureido)cyclohexane-1-carboxylic acid